(S)-3-((5-chloro-2-((2-(difluoromethoxy)-4-(3-(dimethylamino)pyrrolidin-1-yl)phenyl)amino)pyrimidin-4-yl)amino)thiophene-2-carboxamide ClC=1C(=NC(=NC1)NC1=C(C=C(C=C1)N1C[C@H](CC1)N(C)C)OC(F)F)NC1=C(SC=C1)C(=O)N